OCC1(C(NCC1)=O)NC(=O)C=1C(=NN2C1C=C(C=C2)OCC2=NC=CC=C2)C N-[3-(hydroxymethyl)-2-oxopyrrolidin-3-yl]-2-methyl-5-[(pyridin-2-yl)methoxy]pyrazolo[1,5-a]pyridine-3-carboxamide